N,N'-bis(4-nitrophenyl)-dimethylethylenediamine [N+](=O)([O-])C1=CC=C(C=C1)N(CCN(C1=CC=C(C=C1)[N+](=O)[O-])C)C